ClC=1C=C2CCN(CC2=C(C1)C1N(CCC1)C(=O)[O-])C(COC)=O 2-[6-chloro-2-(2-methoxyacetyl)-3,4-dihydro-1H-isoquinoline-8-yl]pyrrolidine-1-carboxylate